C1(=CC=CC=C1)C(C)(C)C1=CC=CC=C1 diphenyl-dimethylmethan